cis-amino(((3-carboxycyclohexyl)methyl)amino)methylimino chloride NC(NC[C@@H]1C[C@@H](CCC1)C(=O)O)N(Cl)Cl